ClC=1C=C(C(=NC1)OC)S(=O)(=O)NC1=C(C(=C(C=C1)F)C=1C=CC=2N(C1)C=NC2C2=NN(N=C2)C2OCCCC2)F 5-chloro-N-(2,4-difluoro-3-[1-[2-(oxan-2-yl)-1,2,3-triazol-4-yl]imidazo[1,5-a]pyridin-6-yl]phenyl)-2-methoxypyridine-3-sulfonamide